5-[(5'S,7a'R)-5'-(3-fluorophenyl)-3'-oxotetrahydro-1H,3'H-spiro[piperidine-4,2'-pyrrolo[2,1-b][1,3]oxazol]-1-yl][1,2,4]triazolo[1,5-a]pyridine-8-carbonitrile FC=1C=C(C=CC1)[C@@H]1CC[C@H]2OC3(C(N21)=O)CCN(CC3)C3=CC=C(C=2N3N=CN2)C#N